OCC1=CC=C(CN2CCN(CC2)C(=O)OC(C)(C)C)C=C1 tert-butyl 4-(4-(hydroxymethyl)benzyl)piperazine-1-carboxylate